CC1=NC(=CC(=C1)P(C1=CC=CC=C1)(C1=CC=CC=C1)=O)C (2,6-dimethylpyridin-4-yl)diphenylphosphine oxide